N-(2-[[(2S)-2-methylpyrrolidin-1-yl]methyl]-1H-pyrrolo[3,2-c]pyridin-6-yl)-3-oxo-2H-isoquinoline-7-carboxamide C[C@@H]1N(CCC1)CC1=CC=2C=NC(=CC2N1)NC(=O)C=1C=CC2=CC(NC=C2C1)=O